2-(5-(2,6-difluorophenyl)-3,7-dimethyl-1,6-dihydropyrazolo[4,3-d]pyrido[4,3-f][1,3]diazepin-9-yl)-7-oxa-2-azaspiro[3.5]nonane FC1=C(C(=CC=C1)F)C=1NC2=C(C3=C(N1)C(=NN3)C)C=C(N=C2C)N2CC3(C2)CCOCC3